1-(2-(5-(2-methoxypyrimidin-5-yl)-1H-imidazol-2-yl)piperidin-1-yl)-2-(methylthio)propan-1-one COC1=NC=C(C=N1)C1=CN=C(N1)C1N(CCCC1)C(C(C)SC)=O